(1S,2S)-2-(3-chlorophenyl)-N-(4-(((6-cyclopropylimidazo[1,2-a]pyridin-2-yl)methyl)(2-hydroxyethyl)amino)pyridin-2-yl)cyclopropane-1-carboxamide ClC=1C=C(C=CC1)[C@@H]1[C@H](C1)C(=O)NC1=NC=CC(=C1)N(CCO)CC=1N=C2N(C=C(C=C2)C2CC2)C1